FC(S(=O)(=O)[O-])(F)F.C(CCC)N1C=[N+](C=C1)C 1-butyl-3-methylimidazolium trifluoro-methanesulfonate